ClC=1C=C(C=CC1OC1=CC(=NC=C1)N1CCC(CC1)O)NC1=NC=NC2=CC(=C(C=C12)NC1CCN(CC1)C(C=C)=O)OC 1-(4-((4-((3-chloro-4-((2-(4-hydroxypiperidin-1-yl)pyridin-4-yl)oxy)phenyl)amino)-7-methoxyquinazolin-6-yl)amino)piperidin-1-yl)prop-2-en-1-one